tert-butyl 6-methyl-3-oxo-1-((2-(pyrimidin-2-yl)benzyl)carbamoyl)-2-(4-((R)-3,3,3-trifluoro-2-hydroxypropoxy)phenyl)-2,5,6,8-tetrahydroimidazo[1,5-a]pyrazine-7(3H)-carboxylate CC1N(CC=2N(C1)C(N(C2C(NCC2=C(C=CC=C2)C2=NC=CC=N2)=O)C2=CC=C(C=C2)OC[C@H](C(F)(F)F)O)=O)C(=O)OC(C)(C)C